3-{2-[4-(2,4-diamino-6-ethylpyrimidin-5-yloxy)butoxy]phenyl}propanoic acid NC1=NC(=C(C(=N1)N)OCCCCOC1=C(C=CC=C1)CCC(=O)O)CC